ClC=1C(=C(C=CC1)CNC(CN(C(CN1N=C(C2=CC(=CC=C12)C(=O)NCC1=NC=CC=C1)C(=O)N)=O)C(C)C)=O)F 1-(2-((2-((3-chloro-2-fluorophenylmethyl)amino)-2-oxoethyl)(isopropyl)amino)-2-oxoethyl)-N5-(pyridin-2-ylmethyl)-1H-indazole-3,5-dicarboxamide